C[Zn]C Di-Methyl-Zinc